C[Si](C)(C)OO[Si](C)(C)C bis(trimethyl silyl) peroxide